C(CC(=O)C)(=O)[O-].C(C)[Al+2].C(CC(=O)C)(=O)[O-] ethyl-aluminium acetoacetate